1-(2,6-difluoro-3-pyridinyl)-2-methyl-propan-2-ol FC1=NC(=CC=C1CC(C)(O)C)F